BrC=1N=C2C(=NC1)N(C(=C(C2=O)N2CCN(CC2)C(=O)OC(C)(C)C)CC)CC(=O)NC2=C(C=C(C=C2)C(F)(F)F)Cl.[Mn+2] manganese (ii) tert-butyl 4-(2-bromo-5-(2-((2-chloro-4-(trifluoromethyl)phenyl)amino)-2-oxoethyl)-6-ethyl-8-oxo-5,8-dihydropyrido[2,3-b]pyrazin-7-yl)piperazine-1-carboxylate